FC1=C2C=CN(C2=CC=C1)[C@H]1CC[C@H](CC1)N1CCN(CC1)C=1C=C(N=NC1)N 5-{4-[(cis)-4-(4-fluoro-1H-indol-1-yl)cyclohexyl]piperazin-1-yl}pyridazin-3-amine